6-isopropylnicotinamide C(C)(C)C1=NC=C(C(=O)N)C=C1